2-(Isoindolin-2-ylmethyl)-5-((1-(methylsulfonyl)-piperidin-4-yl)methoxy)-4H-pyran-4-one C1N(CC2=CC=CC=C12)CC=1OC=C(C(C1)=O)OCC1CCN(CC1)S(=O)(=O)C